C(C)OC(/C=C(\C)/N=N\C(=O)OCC)=O Ethyl (Z)-2-((E)-4-ethoxy-4-oxobut-2-en-2-yl)diazene-1-carboxylate